FC(C1=C(CNC(=O)C2=CC(=CC=3NC=NC32)NC(=O)C3=C(C=CC=C3)C(F)(F)F)C=CC=C1)(F)F N-[2-(trifluoromethyl)benzyl]-6-({[2-(trifluoromethyl)phenyl]carbonyl}amino)-1H-benzimidazole-4-carboxamide